octacarboxy-copper C(=O)(O)[Cu](C(=O)O)(C(=O)O)(C(=O)O)(C(=O)O)(C(=O)O)(C(=O)O)C(=O)O